FC1(CC(C1)CN1C=NC(=C1)C(=O)OC)F methyl 1-((3,3-difluorocyclobutyl)methyl)-1H-imidazole-4-carboxylate